FC(S(=O)(=O)[O-])(F)F.FC(S(=O)(=O)[O-])(F)F.C1(C=CC=C1)[Zr+2]C1C=CC=C1 bis(cyclopentadienyl)zirconium(IV) bis(trifluoromethanesulfonate)